C1(=CC(=CC=C1)C(=O)SSC1=CC=CC=C1)C phenyl (3-toluoyl) disulfide